ClC=1C=C(C=NC1N1N=CC=N1)NC(=O)C=1C=NN(C1C(F)(F)F)C1=CC(=NC2=CC=CC=C12)C(C)O N-(5-chloro-6-(2H-1,2,3-triazol-2-yl)pyridin-3-yl)-1-(2-(1-hydroxyethyl)quinolin-4-yl)-5-(trifluoromethyl)-1H-pyrazole-4-carboxamide